O(C#N)C(CCCC1=CC=CC=C1)CCCCC 4-Cyanatononylbenzol